C(C)C=1N(C2=C(C=CC=C2C1)C#N)C ethyl-7-cyano-1-methyl-1H-indole